Cl.[C@H]12CN(C[C@H](CC1)N2)C=2C1=C(N=C(N2)OCC23CCCN3CCC2)C(=C(N=C1)C1=CC=CC2=CC=C(C(=C12)C#C)F)F 4-((1R,5S)-3,8-diazabicyclo[3.2.1]octan-3-yl)-7-(8-ethynyl-7-fluoronaphthalen-1-yl)-8-fluoro-2-((tetrahydro-1H-pyrrolizin-7a(5H)-yl)methoxy)pyrido[4,3-d]pyrimidine HCl salt